4-(4-acryloylpiperazin-1-yl)-7-(8-methylnaphthalen-1-yl)-N-(2-(pyrrolidin-1-yl)phenyl)-5,6,7,8-tetrahydro-1,7-naphthyridine-2-carboxamide C(C=C)(=O)N1CCN(CC1)C1=CC(=NC=2CN(CCC12)C1=CC=CC2=CC=CC(=C12)C)C(=O)NC1=C(C=CC=C1)N1CCCC1